2-(Pyridin-3-yl)-1,3,4-thiadiazole N1=CC(=CC=C1)C=1SC=NN1